C(CC)S(=O)(=O)N1CC(CC1)N1C(=NC=2C1=C1C(=NC2)NC=C1)N1C(C=CC=C1)N 1-(1-(1-(propylsulfonyl)pyrrolidin-3-yl)-1,6-dihydroimidazo[4,5-d]pyrrolo[2,3-b]pyridin-2-yl)pyridin-2-amine